OCCC1=C(NOC=C1)CCS(=O)(=O)O 4-hydroxyethyl-oxazineethanesulfonic acid